(2R,5S)-2-(1-(4-bromophenyl)-4-(4-fluorophenyl)-1H-pyrrol-3-yl)-5-methyl-3-(2-(2-oxoindol-6-yl)ethyl)oxazolidin-4-one BrC1=CC=C(C=C1)N1C=C(C(=C1)C1=CC=C(C=C1)F)[C@H]1O[C@H](C(N1CCC=1C=CC2=CC(N=C2C1)=O)=O)C